BrC1=CC=C(C=C1)C1N(CC(CC1)C)C(=O)OC(C)(C)C tert-butyl 2-(4-bromophenyl)-5-methyl-piperidine-1-carboxylate